C(C)(C)(C)NC(=O)C1=CC(=NC=C1\C=C\OCC)Cl N-tert-butyl-2-chloro-5-[(E)-2-ethoxyethenyl]Pyridine-4-carboxamide